NC1=NC=C(C2=C1C(=NN2C)C2=CC(=C(C=C2)NS(=O)(=O)C(F)F)O[C@@H](C)C2=CC=C(C=C2)F)C=2C=NN(C2)C2CN(C(CC2)(C)C)C N-(4-{4-amino-1-methyl-7-[1-(1,6,6-trimethylpiperidin-3-yl)-1H-pyrazol-4-yl]-1H-pyrazolo[4,3-c]pyridin-3-yl}-2-[(1S)-1-(4-fluorophenyl)ethoxy]phenyl)-1,1-difluoromethanesulfonamide